FC1=C(OC2=NC=CC=C2C(=O)N)C=CC(=C1)CC(=O)NC=1SC(=C(N1)C1=NC(=NC=C1)C)C 2-(2-fluoro-4-(2-((5-methyl-4-(2-methylpyrimidin-4-yl)thiazol-2-yl)amino)-2-oxoethyl)phenoxy)pyridine-3-carboxamide